1-(4-((4-((2-fluoro-4-((1-(6-methylpyridazin-3-yl)-1H-pyrazol-3-yl)oxy)phenyl)amino)-7-methoxyquinazolin-6-yl)amino)piperidin-1-yl)prop-2-en-1-one FC1=C(C=CC(=C1)OC1=NN(C=C1)C=1N=NC(=CC1)C)NC1=NC=NC2=CC(=C(C=C12)NC1CCN(CC1)C(C=C)=O)OC